3-(4-chloro-3-(trifluoromethyl)phenyl)-5-(2-(3-fluoropyrrolidin-1-yl)-2-oxoethyl)thieno[2,3-d]pyridazin-4(5H)-one ClC1=C(C=C(C=C1)C1=CSC=2C=NN(C(C21)=O)CC(=O)N2CC(CC2)F)C(F)(F)F